[O-]C(=O)CCCCCCCCC.[O-]C(=O)CCCCCCCCC.[Te+2] tellurium dicaprate